((3aR,4R,6R,6aR)-6-(4-Chloro-2-fluoro-7H-pyrrolo[2,3-d]pyrimidin-7-yl)-2,2-dimethyltetrahydrofuro[3,4-d][1,3]dioxol-4-yl)methanol ClC=1C2=C(N=C(N1)F)N(C=C2)[C@@H]2O[C@@H]([C@@H]1[C@H]2OC(O1)(C)C)CO